COC(\C=C\C1=CC=C(C=C1)CBr)=O (E)-4-(bromomethyl)cinnamic acid methyl ester